ClC1=C(C=NC2=C(C=C(C=C12)Cl)C)S(=O)(=O)N1CCSCC1 4-[(4,6-dichloro-8-methyl-3-quinolyl)sulfonyl]thiomorpholine